FC=1C=C(C(=NC1)C1(C=C(C(C(C1)(C)C)=O)C#N)OC)C=1C=NC(=NC1)C 3-[5-fluoro-3-(2-methylpyrimidin-5-yl)-2-pyridyl]-3-methoxy-5,5-dimethyl-6-oxo-cyclohexene-1-carbonitrile